(E)-3-(6-aminopyridin-3-yl)-N-((5-(4-(morpholinosulfonyl)phenyl)-7-(trifluoromethyl)benzofuran-2-yl)methyl)acrylamide NC1=CC=C(C=N1)/C=C/C(=O)NCC=1OC2=C(C1)C=C(C=C2C(F)(F)F)C2=CC=C(C=C2)S(=O)(=O)N2CCOCC2